3-aminopropyl ether NCCCOCCCN